C(CC)[Si](OCCCC)(OCCCC)CCC Din-propyl-din-butoxysilan